1-(3-Cyclopropoxypyridin-2-yl)piperazine C1(CC1)OC=1C(=NC=CC1)N1CCNCC1